2-(Ethylthio)pyrimidine-4,6-diol C(C)SC1=NC(=CC(=N1)O)O